1,3-bis(n-butylamino)-2-azapropane C(CCC)NCNCNCCCC